(S,E)-4-(2-(3-(3-Chloro-2-fluoro-6-(1H-tetrazol-1-yl)phenyl)acrylamido)-3-(4-(3-(Dimethylamino)propionamido)phenyl)propionamido)benzoic acid ClC=1C(=C(C(=CC1)N1N=NN=C1)/C=C/C(=O)N[C@H](C(=O)NC1=CC=C(C(=O)O)C=C1)CC1=CC=C(C=C1)NC(CCN(C)C)=O)F